FC(OC1=C(C=CC=C1)CN)F 1-[2-(difluoromethoxy)phenyl]methylamine